3-(2-(1-(2-aminoethyl)-1H-1,2,3-triazol-4-yl)acetamido)-2-hydroxy-3,4-dihydro-2H-benzo[e][1,2]oxaborinine-8-carboxylic acid NCCN1N=NC(=C1)CC(=O)NC1B(OC2=C(C1)C=CC=C2C(=O)O)O